2-(2-(2-(3,8-diazabicyclo[3.2.1]octan-8-yl)-6,7-dihydrothiazolo[5,4-c]pyridin-5(4H)-yl)-2-oxoethoxy)-5-fluoro-3-methoxybenzonitrile C12CNCC(CC1)N2C=2SC=1CN(CCC1N2)C(COC2=C(C#N)C=C(C=C2OC)F)=O